P#[Fe] Ferric phosphide